C(C)N(CCCO)CC 3-Diethylamino-1-propanol